N1(CCNCCC1)C1=CN=C2C=CC(=NC2=C1)C=1N=CNC1C1=NC(=CC=C1)C 7-(1,4-diazepan-1-yl)-2-(5-(6-methylpyridin-2-yl)-1H-imidazol-4-yl)-1,5-naphthyridine